BrC=1C(=C(C=CC1)NC(=O)C=1N=CC=2CN(CCC2C1)CCCCC(=O)N(C)C)Cl N-(3-bromo-2-chlorophenyl)-7-(5-(dimethylamino)-5-oxopentyl)-5,6,7,8-tetrahydro-2,7-naphthyridine-3-carboxamide